N-(2-aminopropyl)-3-aminopropyl-methyl-methoxyethoxysilane NC(CNCCC[SiH](OCCOC)C)C